r-[2,4'-biisoquinolin]-1-one C1(N(C=CC2=CC=CC=C12)C1=CN=CC2=CC=CC=C12)=O